N[C@H]1CC(CN(C1)C(=O)OCC1=CC=CC=C1)(F)F benzyl (5S)-5-amino-3,3-difluoro-piperidine-1-carboxylate